FC1=C(OC=2N=CC(=NC2)NC([C@H](C)N2CC(N(CC2)C(=O)C2CC=3N(CC2)N=NC3)(C)C)=O)C=CC(=C1)F (2S)-N-(5-(2,4-difluorophenoxy)pyrazin-2-yl)-2-(3,3-dimethyl-4-(4,5,6,7-tetrahydro-[1,2,3]triazolo[1,5-a]pyridine-5-carbonyl)piperazin-1-yl)propanamide